tert-Butyl (S)-3-((2,6-dioxopiperidin-3-yl)carbamoyl)-1-methyl-1,4,6,7-tetrahydro-5H-pyrazolo[4,3-c]pyridine-5-carboxylate O=C1NC(CC[C@@H]1NC(=O)C1=NN(C2=C1CN(CC2)C(=O)OC(C)(C)C)C)=O